C[C@H]1[C@H]([C@H]([C@@H]([C@@H](O1)O[C@@H]2[C@H]([C@@H](O[C@@H]([C@H]2O[C@H]3[C@@H]([C@H](C[C@H](O3)CO)O)O)CO)OC)NC(=O)C)O)O)O The molecule is a methyl glycoside that is alpha-L-Fucp-(1->3)-[beta-D-Galp-(1->4)]-beta-D-GlcpNAc (Le(x)) in which the galactose residue is 4-dehydroxylated and the hydroxy group at the reducing-end anomeric centre is methylated. It is a methyl glycoside and a trisaccharide derivative. It derives from an alpha-L-Fucp-(1->3)-[beta-D-Galp-(1->4)]-beta-D-GlcpNAc.